5-Fluoro-3-{3-[4-(3-methanesulfonylazetidine-1-carbonyl)phenyl]-1,2-oxazol-5-yl}-6-(2-methoxyethoxy)-1H-indazole FC=1C=C2C(=NNC2=CC1OCCOC)C1=CC(=NO1)C1=CC=C(C=C1)C(=O)N1CC(C1)S(=O)(=O)C